ClC1=NC(=C2C=CC=NC2=C1)NC1CC2C(CN(C2)CCC#N)C1 3-(Cis-5-((7-chloro-1,6-naphthyridin-5-yl)amino)hexahydrocyclopenta[C]pyrrol-2(1H)-yl)propionitrile